tert-butyl (R)-3-((2-amino-4-(8-methoxy-[1,2,4]triazolo[1,5-a]pyridin-6-yl)-5-(trifluoromethyl) phenyl)amino)piperidine-1-carboxylate NC1=C(C=C(C(=C1)C=1C=C(C=2N(C1)N=CN2)OC)C(F)(F)F)N[C@H]2CN(CCC2)C(=O)OC(C)(C)C